CN(CCC1=NN(C(C(=C1C)C)=O)[C@H](C(=O)O)CC(C)C)C (S)-2-(3-(2-(dimethylamino)ethyl)-4,5-dimethyl-6-oxopyridazin-1(6H)-yl)-4-Methylpentanoic acid